tert-Butyl 6-bromo-3-(2-methoxy-2-oxoethyl)-1H-indole-1-carboxylate BrC1=CC=C2C(=CN(C2=C1)C(=O)OC(C)(C)C)CC(=O)OC